C(=O)(OC(C)(C)C)NCCC[C@@H](N)C(=O)O Nα-Z-Nδ-Boc-D-ornithine